Dimethyl-hydroxyethyl-ammonium chloride bromide [Br-].[Cl-].C[NH+](CCO)C.C[NH+](C)CCO